FC1=CC=C(C=C1)C1=NN2C(CNCC2)=C1C1=CC(=NC=C1)C 2-(4-fluorophenyl)-3-(2-methylpyridin-4-yl)-4,5,6,7-tetrahydropyrazolo[1,5-a]pyrazine